BrC1=CC(=C(C=C1O)CC(=O)O)F (4-bromo-2-fluoro-5-hydroxy-phenyl)acetic acid